FC(OC1=NC=CC=C1C1=CN(C=2N=CN=C(C21)N)CC=2N=NN(C2)C2=C(C=CC=C2)F)F 5-[2-(difluoromethoxy)pyridin-3-yl]-7-{[1-(2-fluorophenyl)-1H-1,2,3-triazol-4-yl]methyl}-7H-pyrrolo[2,3-d]pyrimidin-4-amine